3β,7α-Dihydroxychol-5-en O[C@@H]1CC2=C[C@H]([C@H]3[C@@H]4CC[C@H]([C@@H](CCC)C)[C@]4(CC[C@@H]3[C@]2(CC1)C)C)O